[K+].OCCCCCC(=O)[O-] 6-hydroxycaproic acid potassium salt